C(=O)C1CCC(CC1)C=1SC2=C(N1)C=C(C(=C2)N2C(N=CC=C2)C)OC N-[2-(4-Formylcyclohexyl)-5-methoxy-1,3-benzothiazol-6-yl]-2-methyl-pyrimidine